((2R,3S,4R,5R)-5-(4-aminopyrrolo[2,1-f][1,2,4]triazin-7-yl)-5-cyano-3,4-dihydroxytetrahydrofuran-2-yl)methyl ((S)-sec-butyl) carbonate C(OC[C@H]1O[C@@]([C@@H]([C@@H]1O)O)(C#N)C1=CC=C2C(=NC=NN21)N)(O[C@@H](C)CC)=O